S(=O)(=O)(C1=CC=C(C)C=C1)OC([C@@H]1[C@H]([C@H]([C@@H](O1)N1C(=O)N=C(N)C=C1)O)O)C(C(C)C)=O 5'-isobutyrylcytidine tosylate